4-(4-(7-chloro-1-methyl-2,3-dioxo-2,3-dihydropyrido[2,3-b]pyrazin-4(1H)-yl)piperidine-1-carbonyl)benzonitrile ClC1=CC2=C(N(C(C(N2C)=O)=O)C2CCN(CC2)C(=O)C2=CC=C(C#N)C=C2)N=C1